O=C1CC(CC1)C(=O)O 3-oxocyclopentanecarboxylic acid